1-(2-hydroxy-3-methyl-phenyl)-1-(3-methyl-4-hydroxyphenyl)tridecane OC1=C(C=CC=C1C)C(CCCCCCCCCCCC)C1=CC(=C(C=C1)O)C